3-methyl-1-(pyrazin-2-ylmethyl)-6-[3-(trifluoromethyl)phenyl]imidazo[4,5-b]pyridin-2-one CN1C(N(C=2C1=NC=C(C2)C2=CC(=CC=C2)C(F)(F)F)CC2=NC=CN=C2)=O